(5aS,6aR)-5a-(5-chloro-2-fluorophenyl)-1-(3-morpholinopropyl)-5,5a,6,6a-tetrahydrocyclopropa[3,4]pyrrolo[1,2-c]imidazole-3(2H)-thione ClC=1C=CC(=C(C1)[C@]12[C@H](C=3N(C(NC3CCCN3CCOCC3)=S)C1)C2)F